C(C1=CC=CC=C1)(C1=CC=CC=C1)N1C=NC=C1CCO 3-benzhydryl-4-(2-hydroxyethyl)imidazole